N-(2-hydroxypropyl)-6-methyl-9-[4-(trifluoromethyl)phenyl]-9H-carbazole-3-carboxamide OC(CNC(=O)C=1C=CC=2N(C3=CC=C(C=C3C2C1)C)C1=CC=C(C=C1)C(F)(F)F)C